BrC=1C=C2C=C(C(=NC2=CC1)OC)[C@H]([C@H](CC)O)C1=CC=CC=C1 (1r,2s)-1-(6-bromo-2-methoxyquinolin-3-yl)-1-phenyl-butan-2-ol